N-(1-Methyl-3-(3-(piperidin-1-yl)phenyl)-1H-pyrrolo[2,3-b]pyridin-5-yl)acrylamide CN1C=C(C=2C1=NC=C(C2)NC(C=C)=O)C2=CC(=CC=C2)N2CCCCC2